C(C1=CC=CC=C1)C(=O)O toluene-formic acid